ClC1=NC=C(C(=C1)B1OC(C(O1)(C)C)(C)C)Cl 2,5-dichloro-4-(4,4,5,5-tetramethyl-1,3,2-dioxaborolan-2-yl)pyridine